CO[Si](OC)(OC)CCCNC1=NC(=NC(=N1)N)N N-(trimethoxysilylpropyl)melamine